N1-(3,4-dichloro-1H-indol-7-yl)-N4-(piperidin-4-yl)-N4-propyl-benzene-1,4-disulfonamide ClC1=CNC2=C(C=CC(=C12)Cl)NS(=O)(=O)C1=CC=C(C=C1)S(=O)(=O)N(CCC)C1CCNCC1